C(C)C1(OOC(OOC(OO1)(C)CC)(C)CC)C 3,6,9-triethyl-3,6,9-trimethyl-1,2,4,5,7,8-hexoxonane